C(C)C1=C(C=CC(=C1)F)NC1=C(C(=O)O)C=CC(=C1)C(F)(F)F 2-((2-ethyl-4-fluorophenyl)-amino)-4-(trifluoromethyl)-benzoic acid